FC=1C=CC(=C(C1)[C@H](C(=O)NC=1SC=CN1)N1C(C2=CC(=CC=C2C1)C#CC1=CC=C(C=C1)CN1CCNCC1)=O)OC |r| (2RS)-2-(5-fluoro-2-methoxyphenyl)-2-[1-oxo-6-[2-[4-(piperazin-1-ylmethyl)phenyl]ethynyl]isoindolin-2-yl]-N-thiazol-2-yl-acetamide